CS(=O)(=O)N1CCNCC1.[K] potassium 4-(methylsulfonyl)piperazin